ClC=1C(=NC=CC1OC1=CC(=C(C=C1)OC(F)(F)F)Cl)N1CCC(CC1)NC(=S)NC=1C=NC=CC1 1-(1-(3-Chloro-4-(3-chloro-4-(trifluoromethoxy)phenoxy)pyridin-2-yl)piperidin-4-yl)-3-(pyridin-3-yl)thiourea